7-(3-(3,6-di-tert-butyl-9H-carbazol-1-yl)-4-methylphenyl)-7H-dibenzo[c,g]carbazole C(C)(C)(C)C=1C=C(C=2NC3=CC=C(C=C3C2C1)C(C)(C)C)C=1C=C(C=CC1C)N1C=2C=CC3=C(C2C=2C4=C(C=CC12)C=CC=C4)C=CC=C3